tert-butyl (R)-(1-(5-((2,8-dimethylimidazo[1,2-a]pyrazin-6-yl)carbamoyl)pyrimidin-2-yl)pyrrolidin-3-yl)(methyl)carbamate CC=1N=C2N(C=C(N=C2C)NC(=O)C=2C=NC(=NC2)N2C[C@@H](CC2)N(C(OC(C)(C)C)=O)C)C1